C(=O)O.C(=O)O.FC=1C(=NC(=NC1)NC=1C=CC2=C(CCC(CC2)N2CCCC2)C1)NC=1C=CC2=C(NC(O2)=O)C1 5-(5-fluoro-2-(7-(pyrrolidin-1-yl)-6,7,8,9-tetrahydro-5H-benzo[7]annulen-2-ylamino)pyrimidin-4-ylamino)benzo[d]oxazol-2(3H)-one diformate salt